C1(CC1)C1=C(C=CC(N1)=O)C1=C(C=CC(=C1)F)O 6-cyclopropyl-5-(5-fluoro-2-hydroxyphenyl)-1,2-dihydropyridin-2-one